C(C)C(CNN1C(NC=C1)(C(=O)N)C)CC 1-(2-ethylbutylamino)-2-methyl-imidazole-2-carboxamide